(S)-4-((2-fluoropyridin-3-yl)oxy)-N-(5-methyl-7-((1-methylpiperidin-4-yl)ethynyl)-4-oxo-2,3,4,5-tetrahydrobenzo[b][1,4]oxazepin-3-yl)picolinamide FC1=NC=CC=C1OC1=CC(=NC=C1)C(=O)N[C@@H]1C(N(C2=C(OC1)C=CC(=C2)C#CC2CCN(CC2)C)C)=O